FC1=CC(=C(C=C1)C=1C=2N(C=C(C1)C1CN(C1)CC1CCC(CC1)NS(=O)(=O)CC)C(=NC2)C)C(=O)N2[C@@H](COCC2)C N-[(1r,4r)-4-{[3-(8-{4-fluoro-2-[(3R)-3-methylmorpholine-4-carbonyl]phenyl}-3-methylimidazo[1,5-a]pyridin-6-yl)azetidin-1-yl]methyl}cyclohexyl]ethane-1-sulfonamide